[O-]NC(=O)N 1-oxidourea